ClC1=CC=C(C=C1)C1=C(C=CC=C1)NC1CCN(CC1)CC=1C=C2C(N(C(C2=CC1)=O)N1C(NC(CC1)=O)=O)=O 5-((4-((4'-chloro-[1,1'-biphenyl]-2-yl)amino)piperidin-1-yl)methyl)-2-(2,4-dioxotetrahydropyrimidin-1(2H)-yl)isoindoline-1,3-dione